C(CC(=O)OCC)(=O)OCC Propanedioic acid, 1,3-diethyl ester